ClC1=CC2=NC=3C=CC(=CC3C(C2=C(C1=O)Cl)(C)C)OCC1=CC=C(C=C1)NC(=O)C1NCCC1 N-(4-(((6,8-dichloro-9,9-dimethyl-7-oxo-7,9-dihydro-acridin-2-yl)oxy)methyl)phenyl)pyrrolidine-2-carboxamide